OC([C@H](N)C(N)=O)C(=O)O β-hydroxy-α-asparagine